CC1=NOC=C1C(=O)NC1=NN(C2=CC=CC=C12)CC1=CC=C(C=C1)C 3-methyl-N-(1-(4-methylbenzyl)-1H-indazol-3-yl)isoxazole-4-carboxamide